[({[(2R,3S,4R,5R)-5-[2-chloro-6-(cyclopentylamino)-9H-purin-9-yl]-3,4-dihydroxyoxolan-2-yl]methyl}(methyl)carbamoyl)methyl]({[(ethoxycarbonyl)oxy]methoxy})phosphinic acid ClC1=NC(=C2N=CN(C2=N1)[C@H]1[C@@H]([C@@H]([C@H](O1)CN(C(=O)CP(O)(=O)OCOC(=O)OCC)C)O)O)NC1CCCC1